BrC1=CC=C2CCCC3(CC=4N=C(N=C(C4CO3)N3CC=4N(CCC3)N=NC4)SC)C2=C1 7-Bromo-4'-(7,8-dihydro-4H-[1,2,3]triazolo[1,5-a][1,4]diazepin-5(6H)-yl)-2'-(methylthio)-3,4,5',8'-tetrahydro-2H-spiro[naphthalene-1,7'-pyrano[4,3-d]pyrimidine]